2-[3-(3,5-dichlorophenyl)ureido]-4-methoxy-N-(3-hydroxy-propyl)benzamide ClC=1C=C(C=C(C1)Cl)NC(NC1=C(C(=O)NCCCO)C=CC(=C1)OC)=O